CC(C)OC=1C=CC2=C(N=C(S2)N)C1 5-(propan-2-yloxy)-1,3-benzothiazol-2-amine